COC(CC(CN1C(=CC(=C1)[N+]#[C-])Br)(C)C)=O 4-(2-bromo-4-isocyano-1H-pyrrol-1-yl)-3,3-dimethylbutyric methyl ester